Cl.FC1(CCN(CC1)C(=O)C1=NNC2=C1CNCC2)C2=C(C=CC=C2)C(F)(F)F (4-fluoro-4-(2-(trifluoromethyl)phenyl)piperidin-1-yl)(4,5,6,7-tetrahydro-1H-pyrazolo[4,3-c]pyridin-3-yl)methanone hydrochloride